2,4,6-tribromoethylbenzene BrCCC1=CC=C(C=C1Br)Br